4-[[(2R,6R)-2-[[bis(4-methoxyphenyl)-phenyl-methoxy]methyl]-6-(5-methyl-2,4-dioxo-pyrimidin-1-yl)-1,4-dioxan-2-yl]methoxy]-4-oxo-butanoic acid COC1=CC=C(C=C1)C(OC[C@@]1(O[C@H](COC1)N1C(NC(C(=C1)C)=O)=O)COC(CCC(=O)O)=O)(C1=CC=CC=C1)C1=CC=C(C=C1)OC